BrC=1C=C(C(=C(C(=O)O)C1)[SiH2]C1=C(C=CC(=C1)F)Cl)[N+](=O)[O-] 5-bromo-2-((2-chloro-5-fluorophenyl)silyl)-3-nitrobenzoic acid